(2,4,6-trimethylbenzoyl)-phenyl-phosphinic acid ethyl ester C(C)OP(=O)(C1=CC=CC=C1)C(C1=C(C=C(C=C1C)C)C)=O